ClCC1=CC=C(N=N1)C1=C(C=C(C=C1C)C(F)(F)F)O 2-(6-(Chloromethyl)pyridazin-3-yl)-3-methyl-5-(trifluoromethyl)phenol